p-styrenesulfonate sodium salt [Na+].C=CC1=CC=C(C=C1)S(=O)(=O)[O-]